C(C1=CC=CC=C1)OC=1C(=C(C=CC1OCC1=CC=CC=C1)OCCOC1=C(C=CC=C1)[N+](=O)[O-])OCOC 3,4-Bis(benzyloxy)-2-methoxymethoxy-1-[2-(o-nitrophenoxy)ethoxy]benzene